N-methyl-1-(6-(3-(6-methylpyridin-2-yl)-1H-pyrazol-4-yl)quinolin-4-yl)methylamine CNCC1=CC=NC2=CC=C(C=C12)C=1C(=NNC1)C1=NC(=CC=C1)C